7,8-Dichloro-1-methyl-10-(2-((tetrahydro-2H-pyran-2-yl)oxy)ethoxy)-3,4,5,6-tetrahydroazepino[4,5-b]indol-2(1H)-one ClC1=C(C=C(C=2C3=C(NC12)CCNC(C3C)=O)OCCOC3OCCCC3)Cl